FC1=C(C=C(C#N)C=C1)N1CCN(CC1)C(CCC=1NC(C2=CC(=CC=C2C1)F)=O)=O 4-fluoro-3-(4-(3-(7-fluoro-1-oxo-1,2-dihydroisoquinolin-3-yl)propionyl)piperazin-1-yl)benzonitrile